(S)-3-(5-(((1S,3S,4r)-2-ethyl-2-azabicyclo[2.2.1]heptan-3-yl)methoxy)-1-oxoisoindolin-2-yl)piperidine-2,6-dione C(C)N1[C@H]2CC[C@@H]([C@H]1COC=1C=C3CN(C(C3=CC1)=O)[C@@H]1C(NC(CC1)=O)=O)C2